ClC=1C=2C(N=C3N(C2C=CC1)C1=CC=C(C=C1C3(C)C)C3CC(CCC3)N3CC1(C3)CCN(CC1)C1=CC(=C(C(=C1)F)N1C(CCCC1=O)=O)F)=O (4-(2-(3-(4-chloro-7,7-dimethyl-5-oxo-5,7-dihydroindolo[1,2-a]quinazolin-9-yl)cyclohexyl)-2,7-diazaspiro[3.5]nonan-7-yl)-2,6-difluorophenyl)piperidine-2,6-dione